5-(4-fluorophenyl)-4-hydroxy-6-(trifluoromethyl)pyridine-3-carboxamide FC1=CC=C(C=C1)C=1C(=C(C=NC1C(F)(F)F)C(=O)N)O